C1=CC(=CC2=NC3=CC=CC=C3C=C12)CN1N=CC(=C1)C(=O)NCC1=NC=CC=C1F 1-(acridin-3-ylmethyl)-N-[(3-fluoropyridin-2-yl)methyl]-1H-pyrazole-4-carboxamide